5-((4-(4,5-dichloropyridin-3-yl)piperazin-1-yl)methyl)-2-(2,4-dioxotetrahydropyrimidine-1(2H)-yl)isoindoline-1,3-dione ClC1=C(C=NC=C1Cl)N1CCN(CC1)CC=1C=C2C(N(C(C2=CC1)=O)N1C(NC(CC1)=O)=O)=O